5-(4-tert-butylphenyl)-1,3-cyclohexanedione C(C)(C)(C)C1=CC=C(C=C1)C1CC(CC(C1)=O)=O